[1,1'-bis-(diphenylphosphino)ferrocene] palladium (II) chloride [Pd](Cl)Cl.C1(=CC=CC=C1)P([C-]1C=CC=C1)C1=CC=CC=C1.[C-]1(C=CC=C1)P(C1=CC=CC=C1)C1=CC=CC=C1.[Fe+2]